SCC(=O)NC=1C=NC(=NC1)NC1=CC=CC2=CC=CC=C12 mercapto-N-(2-(naphthalen-1-ylamino)pyrimidin-5-yl)acetamide